2-Cyclopentyl-5-({3-[4-fluoro-3-(hydroxymethyl)phenyl]phenyl}methoxy)isoindolin C1(CCCC1)N1CC2=CC=C(C=C2C1)OCC1=CC(=CC=C1)C1=CC(=C(C=C1)F)CO